C1(CC1)CN1N=NC(=C1)C=1C=NC2=CC=C(C=C2C1NC(C)C)C=1C=NNC1 3-(1-(cyclopropylmethyl)-1H-1,2,3-triazol-4-yl)-N-isopropyl-6-(1H-pyrazol-4-yl)quinolin-4-amine